(2,2-Dimethylpiperazin-1-yl)(3-(2-hydroxyphenyl)-5,8,9,10-tetrahydropyridazino[4',3':4,5]pyrrolo[2,3-d]azepin-7(6H)-yl)methanone CC1(N(CCNC1)C(=O)N1CCC2=C(CC1)C1=C(N2)N=NC(=C1)C1=C(C=CC=C1)O)C